[4-(4-fluorophenoxy)phenyl]boronic acid FC1=CC=C(OC2=CC=C(C=C2)B(O)O)C=C1